The molecule is a polyprenyl glycosyl phosphate consisting of the hexasaccharide [alpha-D-GalNAc-(1->4)]4-alpha-D-GalNAc-(1->3)-alpha-D-diNAcBac linked via a diphospho group to tritrans,heptacis-undecaprenol. It is a conjugate acid of an [alpha-D-GalNAc-(1->4)]4-alpha-D-GalNAc-(1->3)-alpha-D-diNAcBac-tritrans,heptacis-undecaprenyl diphosphate(2-). C[C@@H]1[C@H]([C@@H]([C@H]([C@H](O1)OP(=O)(O)OP(=O)(O)OC/C=C(/C)\\CC/C=C(/C)\\CC/C=C(/C)\\CC/C=C(/C)\\CC/C=C(/C)\\CC/C=C(/C)\\CC/C=C(/C)\\CC/C=C(\\C)/CC/C=C(\\C)/CC/C=C(\\C)/CCC=C(C)C)NC(=O)C)O[C@@H]2[C@@H]([C@H]([C@H]([C@H](O2)CO)O[C@@H]3[C@@H]([C@H]([C@H]([C@H](O3)CO)O[C@@H]4[C@@H]([C@H]([C@H]([C@H](O4)CO)O[C@@H]5[C@@H]([C@H]([C@H]([C@H](O5)CO)O[C@@H]6[C@@H]([C@H]([C@H]([C@H](O6)CO)O)O)NC(=O)C)O)NC(=O)C)O)NC(=O)C)O)NC(=O)C)O)NC(=O)C)NC(=O)C